ClC=1C=CC2=C([C@H](C[C@@H](O2)C(=O)NC23CCC(C2)(C3)NC(COC3=CC(=C(C=C3)Cl)F)=O)O)C1 (2R,4S)-6-chloro-N-{4-[2-(4-chloro-3-fluorophenoxy)acetamido]bicyclo[2.1.1]hex-1-yl}-4-hydroxy-3,4-dihydro-2H-1-benzopyran-2-carboxamide